5-[2-(4-Methoxyphenyl)ethyl]-1,2,3-trimethoxybenzene COC1=CC=C(C=C1)CCC=1C=C(C(=C(C1)OC)OC)OC